3-((4-methoxy-1H-indol-3-yl)methyl)-1H-indol-5-ol COC1=C2C(=CNC2=CC=C1)CC1=CNC2=CC=C(C=C12)O